C(C1=CC=CC=C1)N1C=NN(C1=O)C1CC(N(CC1)C(=O)[O-])=O 4-(4-benzyl-5-oxo-4,5-dihydro-1H-1,2,4-triazol-1-yl)-2-oxopiperidine-1-carboxylate